N-{5-[(4-ethylpiperazin-1-yl)methyl]pyridin-2-yl}-5-fluoro-4-[4-fluoro-2-methyl-1-(propan-2-yl)-1H-benzimidazol-6-yl]pyrimidin-2-amine C(C)N1CCN(CC1)CC=1C=CC(=NC1)NC1=NC=C(C(=N1)C=1C=C(C2=C(N(C(=N2)C)C(C)C)C1)F)F